6-fluoro-3,4-dihydro-1H-isoquinolin FC=1C=C2CCNCC2=CC1